C1(CC1)CN1N=CC(=C1)C1=CN2C(S1)=C(C=N2)C(=O)NC=2C(=NC=C(C2)NC(CN2CC(C2)(C)C)=O)C 2-(1-(cyclopropylmethyl)-1H-pyrazol-4-yl)-N-(5-(2-(3,3-dimethylazetidin-1-yl)acetamido)-2-methylpyridin-3-yl)pyrazolo[5,1-b]thiazole-7-carboxamide